[3-[(6-chloropyridin-3-yl)methyl]-1,3-thiazolidin-2-ylidene]cyanamide ClC1=CC=C(C=N1)CN1C(SCC1)=NC#N